OCC=1C=C2CN(C(C2=CC1)=O)C1C(N(C(CC1)=O)COCC[Si](C)(C)C)=O 3-(5-(hydroxymethyl)-1-oxoisoindolin-2-yl)-1-((2-(trimethylsilyl)ethoxy)methyl)piperidine-2,6-dione